C(C)O[Si](CCCCCCCCCCCCN1N=CN=N1)(OCC)OCC 2-[12-(triethoxysilyl)dodecyl]-2H-tetrazole